benzyl 1-methyl-2-oxo-1,6-diazaspiro[3.5]nonane-6-carboxylate CN1C(CC12CN(CCC2)C(=O)OCC2=CC=CC=C2)=O